ClC1=C(C(=O)NC=2C=NC(=C(C2)C=2C=NC3=CC(=NC=C3C2)NC)C)C=CN=C1C(C)(C)C#N 3-chloro-2-(2-cyanoprop-2-yl)-N-(6-methyl-5-(7-(methylamino)-1,6-naphthyridin-3-yl)pyridin-3-yl)isonicotinamide